C(C)(C)(C)OC(=O)N1CCN(CC(C1)F)C1=NC=C(C=N1)OCC1=CC=CC=C1 4-(5-(benzyloxy)pyrimidin-2-yl)-6-fluoro-1,4-diazacycloheptane-1-carboxylic acid tert-butyl ester